C(=O)(O)N([C@@H](CCC(N)=O)C(=O)O)C(C1=CC=CC=C1)=O N-carboxylbenzoyl-L-glutamine